C/C(/C(=O)OCCCCNC(C=CC1=CC=CC=C1)=O)=C\C 4-cinnamamidobutyl (e)-2-methylbut-2-enoate